OC1=CC(CC(C1)C1=C(C=C(C=C1C)C)C)=O 3-hydroxy-5-(2,4,6-trimethylphenyl)-cyclohex-2-en-1-one